dibenzofuran-4-yl-diphenyl-phosphine-oxide C1=CC=C(C=2OC3=C(C21)C=CC=C3)P(C3=CC=CC=C3)(C3=CC=CC=C3)=O